ClC1=CC2=C(NC(=N2)C=O)C=C1Cl 5,6-dichloro-1H-benzimidazole-2-carbaldehyde